(R)-1-(3-(trifluoromethyl)phenyl)ethane-1,2-diol FC(C=1C=C(C=CC1)[C@H](CO)O)(F)F